2-(dimethylamino)-1-{4-[(2-{3-[(4-methanesulfonyl-2-methoxyphenyl)amino]prop-1-yn-1-yl}-1-(2,2,2-trifluoroethyl)-1H-indol-4-yl)amino]piperidin-1-yl}ethan-1-one CN(CC(=O)N1CCC(CC1)NC1=C2C=C(N(C2=CC=C1)CC(F)(F)F)C#CCNC1=C(C=C(C=C1)S(=O)(=O)C)OC)C